2-METHYL-1H-PYRROLO[3,2-C]PYRIDINE-3-CARBALDEHYDE CC1=C(C=2C=NC=CC2N1)C=O